[NH4+].C(C)C=1C(=C(C=C(C1F)F)C1=C(SC2=C1C=CC(=C2)F)C(=O)[O-])F 3-(3-Ethyl-2,4,5-trifluorophenyl)-6-fluoro-1-benzothiophene-2-carboxylic acid ammonium salt